FC=1C(=CC2=C(NC(N2)=O)C1)C(=O)O 6-fluoro-2-oxo-2,3-dihydro-1H-benzimidazole-5-carboxylic acid